C(C)N(C(OC1=C(C=CC=C1)Cl)=O)C1=C(N=NN1C)C1=CC2=C(NC(OC2)=O)C=C1 (R)-1-(2-chlorophenyl) ethyl(1-methyl-4-(2-oxo-1,4-dihydro-2H-benzo[d][1,3]-oxazin-6-yl)-1H-1,2,3-triazol-5-yl)-carbamate